COC(=O)C=1C=C(C2=C(N(C(=N2)CCl)C[C@H]2OCC2)C1)C.CC1=CC=C(C=C1)S(=O)(=O)O p-tolueneSulfonic Acid (S)-methyl-2-(chloromethyl)-4-methyl-1-(oxetan-2-ylmethyl)-1H-benzo[d]imidazole-6-carboxylate